1-((1-(4-(2,6-dioxopiperidin-3-yl)-2-fluorophenyl)piperidin-4-yl)methyl)-3-methoxybenzamide O=C1NC(CCC1C1=CC(=C(C=C1)N1CCC(CC1)CC1(C(=O)N)CC(=CC=C1)OC)F)=O